2-(2,3-dihydrobenzo[b][1,4]dioxin-6-yl)ethylamine O1C2=C(OCC1)C=C(C=C2)CCN